(Rac)-tert-butyl-2'-[(trifluoromethanesulfonyl)oxy]-5',6'-dihydrospiro[pyrrolidine-3,4'-pyrrolo[1,2-b]pyrazole]-1-carboxylate C(C)(C)(C)OC(=O)N1C[C@]2(CCN3N=C(C=C32)OS(=O)(=O)C(F)(F)F)CC1 |r|